C(CCC)OC(NS(=O)(=O)C1=C(C=C(C=C1)CC(C)C)C1=CC=C(C=C1)CN1C(=NC=C1)C(C)(C)O)=O ((4'-((2-(2-hydroxyprop-2-yl)-1H-imidazol-1-yl)methyl)-5-isobutyl-[1,1'-biphenyl]-2-yl)sulfonyl)carbamic acid butyl ester